methyl-6-(2-(8-(2-(dimethylamino)-3-((5-methoxy-5-oxopentyl)oxy)propoxy)octyl)cyclopropyl)hexanoate COC(CCCCCC1C(C1)CCCCCCCCOCC(COCCCCC(=O)OC)N(C)C)=O